ethyl 2-(9-ethyl-2-(3-methoxy-4-phenyl-1H-pyrazol-1-yl)-6-(piperidin-1-yl)-9H-purin-8-yl)acetate C(C)N1C2=NC(=NC(=C2N=C1CC(=O)OCC)N1CCCCC1)N1N=C(C(=C1)C1=CC=CC=C1)OC